1-(4-fluorophenyl)-5-((4-hydroxypiperidin-4-yl)methyl)-1H-pyrazolo[3,4-d]pyrimidin-4(5H)-one FC1=CC=C(C=C1)N1N=CC2=C1N=CN(C2=O)CC2(CCNCC2)O